C(#N)C=1C=NN2C1C(=CC(=C2)C=2C=NN(C2)C(F)F)C=2CCN(CC2)C2=CC=C(C=C2)C(C(=O)N)=C (4-(4-(3-cyano-6-(1-(difluoromethyl)-1H-pyrazol-4-yl)pyrazolo[1,5-a]pyridin-4-yl)-3,6-dihydropyridin-1(2H)-yl)phenyl)acrylamide